N-(5-((4-chlorobenzyl)oxy)-1,3,4-thiadiazol-2-yl)-5-(2-ethynylphenyl)pyrimidine-4-Formamide ClC1=CC=C(COC2=NN=C(S2)NC(=O)C2=NC=NC=C2C2=C(C=CC=C2)C#C)C=C1